(1R)-4,6-dichloro-7-methoxy-6'-(trifluoromethyl)spiro[indane-1,3'-indoline] ClC1=C2CC[C@]3(CNC4=CC(=CC=C34)C(F)(F)F)C2=C(C(=C1)Cl)OC